OC[C@@H](CC(C)C)NC1=NC(=NC(=N1)C[C@@H](C)C=1C=NC(=C(C1)C)OC)NS(=O)(=O)C N-(4-(((R)-1-Hydroxy-4-methylpentan-2-yl)amino)-6-((R)-2-(6-methoxy-5-methylpyridin-3-yl)propyl)-1,3,5-triazin-2-yl)methanesulfonamide